CC=1C=C2C=3CCCCC3NC2=CC1 6-methyl-1,2,3,4-tetrahydrocarbazole